2-{[4-(3-carbamoylphenyl)-6-propylquinolin-2-yl](methyl)amino}acetic acid C(N)(=O)C=1C=C(C=CC1)C1=CC(=NC2=CC=C(C=C12)CCC)N(CC(=O)O)C